ClC1=C(C=C(OCC(=O)NC23CC(C2)(C3)NC(=O)C=3OC2=C(C(C3)=O)C=C(C=C2)O)C=C1)F N-{3-[2-(4-chloro-3-fluorophenoxy)acetamido]bicyclo[1.1.1]pentan-1-yl}-6-hydroxy-4-oxo-4H-1-benzopyran-2-carboxamide